6-(r-cyclopropyl-[1,4'-bipiperidin]-4-yl)-2-(3,4-dimethoxyphenyl)-5,6,7,8-tetrahydroimidazo[1,2-a]pyridine C1(CC1)[C@@H]1N(CCC(C1)C1CCC=2N(C1)C=C(N2)C2=CC(=C(C=C2)OC)OC)C2CCNCC2